BrC1=CC2=C(OCC(C[C@@H]2C2=CC=CC=C2)=O)C(=C1)NC(=O)NC1=CC=C(C=C1)C |r| (+/-)-1-(7-bromo-3-oxo-5-phenyl-2,3,4,5-tetrahydrobenzo[b]oxepin-9-yl)-3-(p-tolyl)urea